FC=1C=CC2=C(NC(=NS2(=O)=O)NCC=2OC(=CC2)C)C1[C@H](C)C1=C(C=CC=C1)F (R)-6-fluoro-5-(1-(2-fluorophenyl)ethyl)-3-(((5-methylfuran-2-yl)methyl)amino)-4H-benzo[e][1,2,4]thiadiazine 1,1-dioxide